4-chloro-5-((3R)-3-((4-(1-(1-hydroxy-3-iodopropan-2-yl)-3,5-dimethyl-1H-pyrazol-4-yl)pyridin-2-yl)oxy)pyrrolidin-1-yl)pyridazin-3(2H)-one ClC=1C(NN=CC1N1C[C@@H](CC1)OC1=NC=CC(=C1)C=1C(=NN(C1C)C(CO)CI)C)=O